benzyl (4-(8-amino-1-(4-phenoxyphenyl)imidazolo[1,5-a]pyrazin-3-yl)bicyclo[2.2.1]heptan-1-yl)carbamate NC=1C=2N(C=CN1)C(=NC2C2=CC=C(C=C2)OC2=CC=CC=C2)C21CCC(CC2)(C1)NC(OCC1=CC=CC=C1)=O